BrC=1C=C(C=CC1)C1=NN=C2N1C1=CC(=CC(=C1C(=N2)NC)F)Cl (3-bromophenyl)-8-chloro-6-fluoro-N-methyl-[1,2,4]triazolo[4,3-a]quinazolin-5-amine